CC(CCN1CCC2([C@H](C2)CNC2=CC=C(N=N2)C2=CC=C(C=C2)NC(C)=O)CC1)(C)C N-[4-[6-[[(2S)-6-(3,3-dimethylbutyl)-6-azaspiro[2.5]octan-2-yl]methylamino]pyridazin-3-yl]phenyl]acetamide